N4-((3R,4R)-4-methylpiperidin-3-yl)-7H-pyrrolo[2,3-d]pyrimidin-2,4-diamine hydrochloride Cl.C[C@H]1[C@H](CNCC1)NC=1C2=C(N=C(N1)N)NC=C2